NC1=C(N=C2C(=N1)NC=C2)C(=O)NCC2=[N+](C1=C(N2CC)C=C(C=C1)C(=O)N1C[C@H](CC1)N(C[C@@H]([C@H]([C@@H]([C@@H](CO)O)O)O)O)C[C@@H]([C@H]([C@@H]([C@@H](CO)O)O)O)O)CC 2-[({3-amino-5H-pyrrolo[2,3-b]pyrazin-2-yl}formamido)methyl]6-[(3S)-3-{bis[(2S,3R,4R,5R)-2,3,4,5,6-pentahydroxyhexyl]amino}pyrrolidine-1-carbonyl]-1,3-diethyl-1H-1,3-benzodiazol-3-ium